(E)-1-{3-[(4-aminophenyl)diazenyl]Phenyl}ethan-1-one NC1=CC=C(C=C1)/N=N/C=1C=C(C=CC1)C(C)=O